C1(CC1)C1=C(C(=NO1)C1=C(C=CC=C1Cl)Cl)COC1C[C@H]2CC[C@@H](C1)N2C2=NN=C(O2)C=2C=C(C=C(C(=O)O)C2)C 5-((1r,3r,5s)-(3-((5-cyclopropyl-3-(2,6-dichlorophenyl)isoxazol-4-yl)methoxy)-8-azabicyclo[3.2.1]octan-8-yl)-1,3,4-oxadiazol-2-yl)-3-methylbenzoic acid